O=C1NC(CCC1C1=CC=C(C=C1)C1CCN(CC1)CCN1CCC(CC1)NC1=C2C(N(C(C2=CC=C1)=O)[C@H](CS(=O)(=O)C)C1=CC(=C(C=C1)OC)OCC)=O)=O 4-((1-(2-(4-(4-(2,6-dioxopiperidin-3-yl)phenyl)piperidin-1-yl)ethyl)piperidin-4-yl)amino)-2-((S)-1-(3-ethoxy-4-methoxyphenyl)-2-(methylsulfonyl)ethyl)isoindoline-1,3-dione